(S)-6-(1-(5,5-dimethylpyrrolidin-3-yl)-1H-pyrazol-4-yl)-4-((3-fluoropyridin-2-yl)thio)pyrazolo[1,5-a]pyridine-3-carbonitrile CC1(C[C@@H](CN1)N1N=CC(=C1)C=1C=C(C=2N(C1)N=CC2C#N)SC2=NC=CC=C2F)C